O1CCOC2=C1C=CC=C2C2=CC=C(C(=N2)OC)NC=2C=C(C(=O)NCC1CCNCC1)C=CC2 3-[6-(2,3-Dihydro-benzo[1,4]dioxin-5-yl)-2-methoxy-pyridin-3-ylamino]-N-piperidin-4-ylmethyl-benzamide